tert-butyl (4-bromo-1-(3-((tert-butoxy-carbonyl)amino)-2-((tert-butyldimethylsilyl)oxy) propyl)-3-methyl-1H-imidazol-2(3H)-ylidene)carbamate BrC=1N(C(N(C1)CC(CNC(=O)OC(C)(C)C)O[Si](C)(C)C(C)(C)C)=NC(OC(C)(C)C)=O)C